anthracene-1,4-dicarboxylic acid C1(=CC=C(C2=CC3=CC=CC=C3C=C12)C(=O)O)C(=O)O